(4-phenyl-6-styrylquinolin-2-yl) glycinate NCC(=O)OC1=NC2=CC=C(C=C2C(=C1)C1=CC=CC=C1)C=CC1=CC=CC=C1